Ethyl 2-(3,3-dimethylmorpholino)acetate CC1(COCCN1CC(=O)OCC)C